2-(2,4-difluorophenyl)-5-(trifluoromethyl)pyridine FC1=C(C=CC(=C1)F)C1=NC=C(C=C1)C(F)(F)F